C1(CCCCC1)C([C@@H](C(=C=O)NC1=CC(=C(C=C1)[C@@H]1COC[C@H]1C=C(F)F)F)NC(=O)C1=CC=NN1C(C)C)C1CCCCC1 N-((S)-1,1-dicyclohexyl-3-((4-((3R,4R)-4-(2,2-difluorovinyl)tetrahydrofuran-3-yl)-3-fluorophenyl)amino)-3-carbonylpropan-2-yl)-1-isopropyl-1H-pyrazole-5-carboxamide